[Cl-].C1(CC1)C(CC[C@@H](CNC(=O)C=1NC2=CC(=CC=C2C1)C1=CC=C(C=C1)F)N)N (4S)-1-cyclopropyl-5-(6-(4-fluorophenyl)-1H-indole-2-carboxamido)pentane-1,4-diamine chloride